CO[C@@H]1CN2C(OC1)=C(C=N2)S(=O)(N)=NC(NC2=C1[C@H](CCC1=CC=1CCCC21)C)=O (6R)-6-methoxy-N'-(((S)-3-methyl-1,2,3,5,6,7-hexahydro-s-indacen-4-yl)carbamoyl)-6,7-dihydro-5H-pyrazolo[5,1-b][1,3]oxazine-3-sulfonimidamide